ClCCCOP(=O)([O-])[O-] [3-chloropropyl]phosphate